C(C)OC(=O)C1=NN(C=2C(N(CCC21)C2=CC=C1CCN(C(C1=C2)=O)C)=O)C2=CC(=CC=C2)Cl 1-(3-Chlorophenyl)-6-(2-methyl-1-oxo-3,4-dihydroisoquinolin-7-yl)-7-oxo-4,5-dihydropyrazolo[3,4-c]pyridine-3-carboxylic acid ethyl ester